3-dihydroxyboryl-4-fluorobenzoic acid OB(C=1C=C(C(=O)O)C=CC1F)O